(3-(5-oxo-4,5-dihydropyrazin-2-yl)piperidin-1-yl)propanamide O=C1NC=C(N=C1)C1CN(CCC1)C(C(=O)N)C